5-ethoxyisobenzofuran C(C)OC1=CC2=COC=C2C=C1